rel-N-(6-Amino-5-methyl-3-pyridyl)-2-oxo-2-[rac-(2S,4R,5R)-2-(1,3-benzothiazol-5-yl)-4-isobutyl-5-methyl-1-piperidyl]acetamide NC1=C(C=C(C=N1)NC(C(N1[C@@H](C[C@H]([C@H](C1)C)CC(C)C)C=1C=CC2=C(N=CS2)C1)=O)=O)C |o1:11,13,14|